3,5-dichlorophenylethylamine ClC=1C=C(C=C(C1)Cl)CCN